NC1=NC=C(C2=C1C(=C(N2C)C2=CC=C(C=C2)NC(C(=C)F)=O)C2=CC(=C(C(=O)NCC1(CC1)F)C=C2)OC)C#CC2COC2 4-(4-amino-2-{4-[(2-fluoroacrylamido)]phenyl}-1-methyl-7-(oxetan-3-ylethynyl)pyrrolo[3,2-c]pyridin-3-yl)-N-[(fluorocyclopropyl)methyl]-2-methoxybenzamide